2-[1-[4-(trifluoromethoxy)phenyl]pyrazol-4-yl]-2,6-diazaspiro[3.3]heptane FC(OC1=CC=C(C=C1)N1N=CC(=C1)N1CC2(C1)CNC2)(F)F